(S)-2-(2-(4,4-difluorocyclohexyl)acetamido)-4-((2-phenoxyethyl)(4-(5,6,7,8-tetrahydro-1,8-naphthyridin-2-yl)butyl)amino)butanoic acid FC1(CCC(CC1)CC(=O)N[C@H](C(=O)O)CCN(CCCCC1=NC=2NCCCC2C=C1)CCOC1=CC=CC=C1)F